C12(CC3CC(CC(C1)C3)C2)C(C)NCCCCCCCOC2=C3C(N(C(=NC3=CC=C2)C(F)(F)F)[C@@H]2C(NC(CC2)=O)=O)=O (3S)-3-(5-((7-((1-((3r,5r,7r)-adamantan-1-yl)ethyl)amino)heptyl)oxy)-4-oxo-2-(trifluoromethyl)quinazolin-3(4H)-yl)piperidine-2,6-dione